N-(1-((3bR,4aR)-1-(2-(4-(2,3-Dimethylphenyl)piperazin-1-yl)ethyl)-3b,4,4a,5-tetrahydro-1H-cyclopropa[3,4]cyclopenta[1,2-c]pyrazol-3-carbonyl)piperidin-4-yl)acetamid CC1=C(C=CC=C1C)N1CCN(CC1)CCN1N=C(C2=C1C[C@@H]1[C@H]2C1)C(=O)N1CCC(CC1)NC(C)=O